(thiobenzoyl)thioglycolic acid C(C1=CC=CC=C1)(=S)C(C(=O)O)S